N1C=C(C2=CC=CC=C12)C1N(CCC2=CC(=CC=C12)C1=CNC=C1)C(=O)N (1H-indol-3-yl)-6-(1H-pyrrol-3-yl)-3,4-dihydroisoquinoline-2(1H)-carboxamide